N1=CCNC=C1 3,4-dihydropyrazin